tert-butyl (2S,5R)-4-(2,2-dimethylpropanoyl)-5-methyl-2-[4-(4-methylpiperazin-1-yl)phenyl]piperazine-1-carboxylate CC(C(=O)N1C[C@@H](N(C[C@H]1C)C(=O)OC(C)(C)C)C1=CC=C(C=C1)N1CCN(CC1)C)(C)C